NC1=NC(=C2N=CN(C2=N1)CC(=O)NC1=CC(=NN1CC)C)NC1=CC=C(C=C1)C1=CC=C(C=C1)CO 2-(2-amino-6-((4'-hydroxymethyl-[1,1'-biphenyl]-4-yl)amino)-9H-purin-9-yl)-N-(1-ethyl-3-methyl-1H-pyrazol-5-yl)acetamide